8-(4-methylpiperazino)-4-(4-cyano-3-pyridyl)-3,4-dihydrobenzo[f][1,4]oxazepine-5(2H)-one CN1CCN(CC1)C1=CC2=C(C(N(CCO2)C=2C=NC=CC2C#N)=O)C=C1